N,N-dimethylimidazo[1,2-b]pyridazine-7-carboxamide CN(C(=O)C1=CC=2N(N=C1)C=CN2)C